tert-butyl 2-((6-chloro-5-iodo-1H-imidazo[4,5-b]pyridin-2-yl)thio)acetate ClC=1C=C2C(=NC1I)N=C(N2)SCC(=O)OC(C)(C)C